C(C)(C)(C)[C@H]1CC[C@H](CC1)N1CCC(CC1)N1C(=C(C2=CC(=CC=C12)F)C=NOC)CNC(C)=O N-((1-(1-(cis-4-(tert-butyl)cyclohexyl)piperidin-4-yl)-5-fluoro-3-((methoxyimino)methyl)-1H-indol-2-yl)methyl)acetamide